CC=1C=CC=C2C=CN=C(C12)N(C(C1=CC=C(C=C1)C=1N=NC=CC1)=O)[C@H]1CNCCC1 (R)-N-(8-methylisoquinolin-1-yl)-N-(piperidin-3-yl)-4-(pyridazin-3-yl)benzamide